C1(CC1)NC(NC1=CC=C2C(=N1)NC=C2C2=C(C=CC=C2)OC)=O 3-cyclopropyl-1-[3-(2-methoxyphenyl)-1H-pyrrolo[2,3-b]pyridin-6-yl]urea